N-[(5-chloro-2-hydroxy-phenyl)methyl]-3-(2,2-dimethylpropionylamino)benzamide 2-(dimethylamino)ethyl-2-((2-((3,4-dimethoxyphenyl)amino)-2-oxoethyl)thio)-1H-imidazole-4-carboxylate CN(CCOC(=O)C=1N=C(NC1)SCC(=O)NC1=CC(=C(C=C1)OC)OC)C.ClC=1C=CC(=C(C1)CNC(C1=CC(=CC=C1)NC(C(C)(C)C)=O)=O)O